C[C@H]1CN(CCC1)C1CCN(CC1)C=1SC(=CN1)C(=O)O 2-[(3R)-3-methyl-[1,4'-bipiperidin]-1'-yl]-1,3-thiazole-5-carboxylic acid